FC1(CNC1)COC(=O)N1CCC(CC1)NC1=CC(=NC=2N1N=CC2C(C)C)C2CC2 4-((5-cyclopropyl-3-isopropylpyrazolo[1,5-a]pyrimidin-7-yl)amino)piperidine-1-carboxylic acid (3-fluoroazetidine-3-yl)methyl ester